COC=1C=C(C=CC1OC)C1=CC=NC=2N1N(CC2)C2=CC(=C(C=C2)C)C 7-(3,4-dimethoxyphenyl)-N-(3,4-dimethylphenyl)pyrazolo[1,5-a]pyrimidine